5-(benzyloxy)-4-(1,3-dioxoisoindolin-2-yl)-3,3-dimethyl-5-oxopentanoic acid C(C1=CC=CC=C1)OC(C(C(CC(=O)O)(C)C)N1C(C2=CC=CC=C2C1=O)=O)=O